1-methyl-6-(7-(2,2,6,6-tetramethyl-1,2,3,6-tetrahydropyridin-4-yl)imidazo[1,2-a]pyrimidin-2-yl)-1H-indol-5-ol Tert-butyl-6-bromo-5-methoxy-1H-indole-1-carboxylate C(C)(C)(C)C=1N(C2=CC(=C(C=C2C1)OC)Br)C(=O)OC=1C=C2C=CN(C2=CC1C=1N=C2N(C=CC(=N2)C=2CC(NC(C2)(C)C)(C)C)C1)C